NC1=C2C(N(C(C2=CC=C1)=O)C1CN(C1)C(=O)OCCCC)=O butyl 3-(4-amino-1,3-dioxoisoindolin-2-yl)azetidine-1-carboxylate